N1=C(C=CC=C1)C(=O)NC1=CC=C(C(=O)O)C=C1 4-(picolinamido)benzoic acid